O=C1O[C@@](C=C1)(CC(F)(F)F)C 2-oxo-5(R)-methyl-5-(2,2,2-trifluoroethyl)furan